CC(C=C)(CCC)C 3,3-dimethyl-n-hexene